O=C1NC(CCC1N1C(N(C2=C1C=CC=C2N2CCN(CC2)CC2COC1(CN(C1)C(=O)OC(C)(C)C)C2)C)=O)=O tert-butyl 7-[[4-[1-(2,6-dioxo-3-piperidyl)-3-methyl-2-oxo-benzimidazol-4-yl] piperazin-1-yl]methyl]-5-oxa-2-azaspiro[3.4]octane-2-carboxylate